FC1=C(C=CC=C1)S(=O)(=O)NC=1C(=NC=C(C1)B1OC(C(O1)(C)C)(C)C)OC 2-fluoro-N-(2-methoxy-5-(4,4,5,5-tetramethyl-1,3,2-dioxaborolan-2-yl)pyridine-3-yl)benzenesulfonamide